ClC1=C(C(=CC(=C1)C(F)(F)F)Cl)NC=1C=CC(=C(C(=O)NCCO)C1)F 5-(2,6-dichloro-4-trifluoromethyl-phenylamino)-2-fluoro-N-(2-hydroxy-ethyl)-benzamide